ClC1=NC=CC(=N1)C=1C=NC(=CC1)F 2-chloro-4-(6-fluoropyridin-3-yl)pyrimidine